(S)- and (R)-2-(4-(2-((2-(1H-indol-3-yl)-2-oxo-1-phenylethyl)amino)ethyl)phenyl)-N-methylacetamide N1C=C(C2=CC=CC=C12)C([C@H](C1=CC=CC=C1)NCCC1=CC=C(C=C1)CC(=O)NC)=O |r|